FC1=CC=C(C=C1)C1=C2C(=C(C(N(C2=NC=C1)CCN1CCOCC1)=O)C(=O)NC1(CCCCC1)CO)O (4-fluorophenyl)-4-hydroxy-N-(1-(hydroxymethyl)cyclohexyl)-1-(2-morpholinoethyl)-2-oxo-1,2-dihydro-1,8-naphthyridine-3-carboxamide